ClC=1C(=NC(=NC1)N[C@H]1CC[C@H](CC1)C(=O)OC)C1=CC=C(C=C1)F methyl cis-4-((5-chloro-4-(4-fluorophenyl)pyrimidin-2-yl)amino)cyclohexane-1-carboxylate